2-(3-cyanophenyl)-3-(2,6-dimethyl-4-pyridyl)-N-[[(2S)-5-oxopyrrolidin-2-yl]methyl]pyrazolo[1,5-a]pyrimidine-5-carboxamide C(#N)C=1C=C(C=CC1)C1=NN2C(N=C(C=C2)C(=O)NC[C@H]2NC(CC2)=O)=C1C1=CC(=NC(=C1)C)C